C(C)(=O)N1CCN(CC1)C1CCN(CC1)C1=C(C=C(C(=C1)OC)NC1=NC=NC(=C1)N1OCC[C@@H]1C1=CC(=CC=C1)OC1=CC=CC=C1)NC(C=C)=O (R)-N-(2-(4-(4-acetylpiperazin-1-yl)piperidin-1-yl)-4-methoxy-5-((6-(3-(3-phenoxyphenyl)isoxazolidin-2-yl)pyrimidin-4-yl)amino)phenyl)acrylamide